N-methyl-1-{4-[6-(2-phenylacetamido)pyridazin-3-yl]butyl}-1H-1,2,3-triazole-4-carboxamide CNC(=O)C=1N=NN(C1)CCCCC=1N=NC(=CC1)NC(CC1=CC=CC=C1)=O